Cinnamaldehyde C(C=CC1=CC=CC=C1)=O